FC(C=1C=C(C=CC1)NC(=O)N1C=[N+](C=C1)[O-])(F)F ((3-(trifluoromethyl)phenyl)carbamoyl)-1H-imidazole 3-oxide